FC(C(=O)N)(CNC1=NC=C(C=2N=CN(C(C21)=O)C)C2=CC=C(C=C2)C(F)(F)F)F 2,2-difluoro-3-((3-methyl-4-oxo-8-(4-(trifluoromethyl)phenyl)-3,4-dihydropyrido[4,3-d]pyrimidin-5-yl)amino)propanamide